C(#N)C1=CC=C(C=C1)C1C(CN(CC1)C(=O)OC(C)(C)C)O tert-Butyl 4-(4-cyanophenyl)-3-hydroxypiperidine-1-carboxylate